5-Bromo-2-methyl-3-(pyrrolidin-1-yl)pyridine BrC=1C=C(C(=NC1)C)N1CCCC1